trifluorocyclohexyl-silane F[Si](C1CCCCC1)(F)F